(S,E)-tert-butyl (2-(4-(4-(4-(3-carbamoyl-2-(4-phenoxyphenyl)-4,5,6,7-tetrahydropyrazolo[1,5-a]pyrimidin-7-yl)piperidin-1-yl)-4-oxobut-2-en-1-yl)piperazin-1-yl)ethyl)carbamate C(N)(=O)C=1C(=NN2C1NCC[C@H]2C2CCN(CC2)C(/C=C/CN2CCN(CC2)CCNC(OC(C)(C)C)=O)=O)C2=CC=C(C=C2)OC2=CC=CC=C2